BrC(C(=O)C=1C(NC=CC1)=O)C1=NC(=NC=C1)Cl 3-(2-Bromo-2-(2-chloropyrimidin-4-yl)acetyl)pyridin-2(1H)-one